O=C1NC(CCC1N1C(C2=CC=CC(=C2C1)NCCN1CCN(CC1)C=1C(=CC2=C(C(C=3NC4=CC(=CC=C4C3C2=O)C#N)(C)C)C1)CC)=O)=O 8-(4-(2-((2-(2,6-dioxopiperidin-3-yl)-1-oxoisoindolin-4-yl)amino)ethyl)piperazin-1-yl)-9-ethyl-6,6-dimethyl-11-oxo-6,11-dihydro-5H-benzo[b]carbazole-3-carbonitrile